1-bromo-3-(3-(difluoromethoxy)phenoxy)-2-nitrobenzene BrC1=C(C(=CC=C1)OC1=CC(=CC=C1)OC(F)F)[N+](=O)[O-]